N-(4-(9-(2,3-difluoro-6-(2-morpholinothiazol-4-yl)phenoxy)nonan-amido)butyl)-4-(2,4-dioxotetrahydro-pyrimidin-1(2H)-yl)benzamide FC1=C(OCCCCCCCCC(=O)NCCCCNC(C2=CC=C(C=C2)N2C(NC(CC2)=O)=O)=O)C(=CC=C1F)C=1N=C(SC1)N1CCOCC1